CC(C(O)C=1SC(=CN1)C1=NC(=NC=C1C(F)(F)F)NC1CCN(CC1)S(=O)(=O)C=1N=CN(C1)C)(C)O 2-methyl-1-(5-(2-((1-((1-methyl-1H-imidazol-4-yl)sulfonyl)piperidin-4-yl)amino)-5-(trifluoromethyl)pyrimidin-4-yl)thiazol-2-yl)propane-1,2-diol